1,4-dicyano-2-tert-butyl-benzene C(#N)C1=C(C=C(C=C1)C#N)C(C)(C)C